(3S,4S)-trans-3-(2-chloroacetyl)-4-methyl-pyrrolidine-1-carboxylic acid tert-butyl ester C(C)(C)(C)OC(=O)N1C[C@H]([C@@H](C1)C)C(CCl)=O